(S)-1-[3-cyano-6-methyl-4-(trifluoromethyl)pyridine-2-yl]-5-oxopyrrolidine-2-carboxylic acid C(#N)C=1C(=NC(=CC1C(F)(F)F)C)N1[C@@H](CCC1=O)C(=O)O